BrCC1=C(C=CC(=C1)C(C)(C)CC(C)(C)C)O bromomethyl-p-tert-octylphenol